FC1=C(C(=C(C(=C1OC)S(=O)(=O)CC1=CC(=C(C=C1)OC)F)F)F)F 1,2,3,4-tetrafluoro-5-((3-fluoro-4-methoxybenzyl)sulfonyl)-6-methoxybenzene